ClC1=C(C=C(N=N1)N(C=1SC=C(N1)C(=O)OCC)CCCN(CC)CC)C ethyl 2-[(6-chloro-5-methylpyridazin-3-yl)[3-(diethylamino)propyl]amino]-1,3-thiazole-4-carboxylate